2-(4-cyclopropyl-6-methoxypyrimidin-5-yl)-9-(4-(1-isopropyl-4-(trifluoromethyl)-1H-imidazol-2-yl)benzyl)-4-methyl-9H-pyrimido[4,5-b]indole C1(CC1)C1=NC=NC(=C1C=1N=C(C2=C(N(C3=CC=CC=C23)CC2=CC=C(C=C2)C=2N(C=C(N2)C(F)(F)F)C(C)C)N1)C)OC